F[C@@H]1C[C@H](N(C1)C(CC1=NNC(N1C)=O)=O)C(=O)N[C@H](C1=NC=C(C=C1)C(C)C)C1=CC=CC=C1 (2S,4R)-4-fluoro-1-[2-(4-methyl-5-oxo-4,5-dihydro-1H-1,2,4-triazol-3-yl)acetyl]-N-[(S)-phenyl[5-(propan-2-yl)pyridin-2-yl]methyl]pyrrolidine-2-carboxamide